tert-Butyl 4-(4,7,9-trioxo-3,8-diazaspiro[5.6]dodecan-3-yl)benzoate O=C1N(CCC2(C1)C(NC(CCC2)=O)=O)C2=CC=C(C(=O)OC(C)(C)C)C=C2